ClC=1C(=C(C=CC1)[C@H]1[C@@H](NC2(CCCCC2)[C@@]12C(NC1=CC(=CC=C21)O)=O)C(=O)OC)F methyl (3'R,4'S,5'R)-4'-(3-chloro-2-fluorophenyl)-6''-hydroxy-2''-oxodispiro[cyclohexane-1,2'-pyrrolidine-3',3''-indoline]-5'-carboxylate